(R or S)-1-((R or S)-(2-((S)-amino(4,4-difluorocyclohexyl)-methyl)-4-fluorobenzo[d]oxazol-5-yl)(cyclopropyl)methyl)-4-(trifluoromethyl)-imidazolidin-2-one N[C@H](C=1OC2=C(N1)C(=C(C=C2)[C@H](N2C(N[C@H](C2)C(F)(F)F)=O)C2CC2)F)C2CCC(CC2)(F)F |o1:11,15|